C1(CCCCC1)CNCCCCCCCCCCCCN N-(cyclohexylmethyl)dodecane-1,12-diamine